ClC1=CC(=NC(=N1)OCC1OC(OC1)(C)C)N1CCOCC1 4-(6-chloro-2-((2,2-dimethyl-1,3-dioxolan-4-yl)methoxy)pyrimidin-4-yl)morpholine